(R)-2-amino-3-(4-dihydroxyboryl-5-chloro-2-fluorophenyl)-2-methylpropanoic acid N[C@@](C(=O)O)(CC1=C(C=C(C(=C1)Cl)B(O)O)F)C